CN[C@@H](CCO)C(=O)O Methylhomoserine